C(C)(=O)C1=CN=C(C=2N1N=C(C2C2=CC(=C(C(=O)NCC1CCC1)C=C2)OC)C2=C(C=C(C=C2)N)C)N 4-(7-acetyl-4-amino-2-(4-amino-2-methylphenyl)pyrazolo[1,5-a]pyrazin-3-yl)-N-(cyclobutylmethyl)-2-methoxybenzamide